ClC1=NN(C=C1N)C1CCOCC1 3-chloro-1-(tetrahydro-2H-pyran-4-yl)-1H-pyrazol-4-amine